FC(C=1C(=C(C=CC1)[C@@H](C)NC(=O)C1=CN(C(C=C1NC1CCN(CC1)C)=O)[C@@]1(COCC1)C)F)F N-((R)-1-(3-(difluoromethyl)-2-fluorophenyl)ethyl)-4-((1-methylpiperidin-4-yl)amino)-1-((S)-3-methyltetrahydrofuran-3-yl)-6-oxo-1,6-dihydropyridine-3-carboxamide